(3R)-3-amino-8-[5-(1-ethyl-5,5-difluoro-3-piperidyl)-1,3,4-oxadiazol-2-yl]-5,5,7-trifluoro-1-[[4-(trifluoromethoxy)phenyl]methyl]-3,4-dihydro-1-benzazepin-2-one N[C@H]1C(N(C2=C(C(C1)(F)F)C=C(C(=C2)C=2OC(=NN2)C2CN(CC(C2)(F)F)CC)F)CC2=CC=C(C=C2)OC(F)(F)F)=O